6-[7(S)-hydroxy-6,7-dihydro-5H-pyrrolo[1,2-c]imidazol-7-yl]-N-methylnaphthalene-2-carboxamide O[C@@]1(CCN2C=NC=C21)C=2C=C1C=CC(=CC1=CC2)C(=O)NC